The molecule is a retinoid that consists of all-trans-retinoic acid bearing two hydroxy substituents at positions 4 and 18. It is a retinoid, a dihydroxy monocarboxylic acid and a secondary allylic alcohol. It derives from an all-trans-retinoic acid. It is a conjugate acid of an all-trans-4,18-dihydroxyretinoate. C/C(=C\\C=C\\C(=C\\C(=O)O)\\C)/C=C/C1=C(C(CCC1(C)C)O)CO